CC1=NSC(=N1)C1(C(C=CC=C1)N)N 2-(3-methyl-1,2,4-thiadiazol-5-yl)benzene-1,2-diamine